C12C3=CC=CC=C3C(CC1)N2 11-azatricyclo[6.2.1.02,7]undeca-2,4,6-triene